(S)-1-(2-((1-(3,4,5-trimethoxyphenyl)-1H-imidazol-4-yl)amino)-5H-pyrrolo[3,2-D]pyrimidin-4-yl)pyrrolidine-2-carboxamide COC=1C=C(C=C(C1OC)OC)N1C=NC(=C1)NC=1N=C(C2=C(N1)C=CN2)N2[C@@H](CCC2)C(=O)N